C1=CC(=CC=C1C[C@@H](C=O)N)O The molecule is an amino aldehyde that is L-tyrosine in which the carboxy group has undergone formal redution to give the corrresponding aldehyde It is an amino aldehyde, a member of phenols and a primary amino compound. It is a conjugate base of a L-tyrosinal(1+).